2-(4-(2-(5-chloropyridin-2-yl)-2,3-dihydrobenzofuran-7-yl)-2-fluorobenzyl)-1-(2-methoxyethyl)-1H-benzo[d]imidazole-6-carboxylic acid ClC=1C=CC(=NC1)C1OC2=C(C1)C=CC=C2C2=CC(=C(CC1=NC3=C(N1CCOC)C=C(C=C3)C(=O)O)C=C2)F